Cl.N[C@@H](CC1=CNC=N1)C(=O)O L-histidine monohydrochlorid